N1C(=NC=C1)C=O (s)-imidazolecarbaldehyde